NC1=C(C=C(C=C1)C(C(=O)OCC)C(C)C)F ethyl 2-(4-amino-3-fluorophenyl)-3-methylbutanoate